CC1=C(C=NC=N1)NC(=O)OC(C)C1=CC=CC=C1 6-methyl-5-(1-phenylethoxycarbonylamino)pyrimidin